IC1CN(C1)C(=O)OC(C)(C)C tert-butyl 3-iodoazetane-1-carboxylate